OC1=C2C(C=C(OC2=C(C(=C1OC)OC)OC)C1=C(C=CC=C1)O)=O 5,2'-dihydroxy-6,7,8-trimethoxyflavone